C(C)N1C(N(C=C(C1=O)C)C(C#N)C)=O 2-(3-Ethyl-5-methyl-2,4-dioxo-3,4-dihydropyrimidin-1(2H)-yl)propanenitrile